NC1=C2C(=C3C(=N1)C=C(N3)C(=O)N(CC3=C(C=CC=C3F)F)CC3=C(C=C(C=C3F)C#N)F)COC2 5-amino-N-(4-cyano-2,6-difluorobenzyl)-N-(2,6-difluorobenzyl)-6,8-dihydro-1H-furo[3,4-d]pyrrolo[3,2-b]pyridine-2-carboxamide